C(C)P([O-])([O-])=O.C(C)P(O)(=O)CC.[Ca+2] calcium diethylphosphinate ethylphosphonate